NC1=C2N=C(N(C2=NC(=N1)OCCCC)CC1=CC=C(C=C1)C(NCCCOCCOCCOCCCNC(CCC(=O)NC1=CC=C(C=C1)/C=C/C(=O)NCC(=O)N[C@@H](C(C)C)C(=O)N[C@H](CCC(=O)OCC)C(=O)OCC)=O)=O)O Diethyl ((E)-3-(4-(1-(4-((6-amino-2-butoxy-8-hydroxy-9H-purin-9-yl)methyl)phenyl)-1,17-dioxo-6,9,12-trioxa-2,16-diazaicosan-20-amido)phenyl)acryloyl)glycyl-L-valyl-D-glutamate